N-{[3-(3,4-dimethoxybenzyl)-1-(1-formylpiperidin-4-yl)-2,4-dioxo-1,2,3,4-tetrahydroquinazolin-6-yl]methyl}formamide COC=1C=C(CN2C(N(C3=CC=C(C=C3C2=O)CNC=O)C2CCN(CC2)C=O)=O)C=CC1OC